(2-Acryloylethoxy)trimethylsilane C(C=C)(=O)CCO[Si](C)(C)C